NC(C(CO)C(C)CO)O amino-2-(hydroxymethylethyl)-1,3-propandiol